2,8-dichloropyrimido[5,4-d]pyrimidine-1-d1 ClC1N=CC2=C(N1[2H])C(=NC=N2)Cl